C(=O)(O)CC(=O)NC1=C(C(=O)O)C=CC=C1 2-[(carboxyacetyl)amino]benzoic acid